N1(CCCC1)CCCN1C(C=2NC3=CC=CC=C3C2CC1)C1=CC=CC=C1 2-(3-(pyrrolidin-1-yl)propyl)-1-phenyl-2,3,4,9-tetrahydro-1H-pyrido[3,4-b]indole